trans-3-(((1-Ethylcyclobutyl)methyl)amino)-5-(4-hydroxycyclohexyl)-8-(4-methylpiperazin-1-yl)pyrimido[4,5-c]isoquinolin-6(5H)-one C(C)C1(CCC1)CNC=1N=CC2=C(N(C(C=3C=C(C=CC23)N2CCN(CC2)C)=O)[C@@H]2CC[C@H](CC2)O)N1